2,3'-diethenyloxybiphenyl C(=C)OC1=C(C=CC=C1)C1=CC(=CC=C1)OC=C